(1R,2S,3S,5S)-methyl-N-(3-hydroxypropyl)-3-(4-iodophenyl)-8-azabicyclo[3.2.1]octane C[C@]12C[C@H](C[C@H](CC1)N2CCCO)C2=CC=C(C=C2)I